(2S)-2-{[(9Z)-3,3-dimethyl-10-oxo-1,2,3,4,9,10-hexahydrophenanthren-9-ylidene]amino}-3-(4-methoxyphenyl)propionic acid CC1(CCC=2C(\C(\C3=CC=CC=C3C2C1)=N/[C@H](C(=O)O)CC1=CC=C(C=C1)OC)=O)C